C1(CCCCC1)CNCCCCCCCN N-(cyclohexylmethyl)heptane-1,7-diamine